(S)-5-bocazaspiro[2.4]heptane-6-carboxylic acid C(=O)(OC(C)(C)C)C1C[C@]2(CN2)CC1C(=O)O